BrC1=CC=CC(=N1)C(=O)NNC(CC[C@H](CF)NC(OC(C)(C)C)=O)=O tert-butyl {(2R)-5-[2-(6-bromopyridine-2-carbonyl)hydrazinyl]-1-fluoro-5-oxopentan-2-yl}carbamate